4-[5-amino-3-(4-bromophenyl)-4-cyano-pyrazol-1-yl]Ethylcyclohexanecarboxylate NC1=C(C(=NN1CCC1CCC(CC1)C(=O)[O-])C1=CC=C(C=C1)Br)C#N